tert-butyl 4-[[5-fluoro-4-[3-(2-oxooxazolidin-3-yl)phenyl]pyrimidin-2-yl]amino]piperidine-1-carboxylate FC=1C(=NC(=NC1)NC1CCN(CC1)C(=O)OC(C)(C)C)C1=CC(=CC=C1)N1C(OCC1)=O